C(C)(C)(C)OC(=O)N1CC(C1)CN1C(C(=NC2=CC(=C(C=C12)F)C1=CC(=CC2=CC=CC=C12)O)OC[C@H]1N(CCC1)C)=O (S)-3-((7-fluoro-6-(3-hydroxynaphthalen-1-yl)-3-((1-methylpyrrolidin-2-yl)methoxy)-2-oxoquinoxalin-1(2H)-yl)methyl)azetidine-1-carboxylic acid tert-butyl ester